2-ethyl-3-methyl-2H-pyrazolo[4,3-b]pyridine-5-carboxylic acid C(C)N1N=C2C(N=C(C=C2)C(=O)O)=C1C